({5-[6-(Trifluoromethyl)pyridin-3-yl]-1H-imidazol-2-yl}methyl)carbamic acid benzyl ester C(C1=CC=CC=C1)OC(NCC=1NC(=CN1)C=1C=NC(=CC1)C(F)(F)F)=O